ClC1=NC(=NC=C1)CC=1C=C2CCCC2=CC1 4-chloro-2-(indan-5-ylmethyl)pyrimidine